CC1=C(C=CC(=C1)NCC1=CC=C(C=C1)C(F)(F)F)NC(CN1CCCC1)=O N-[2-Methyl-4-(4-trifluoromethyl-benzylamino)-phenyl]-2-pyrrolidin-1-yl-acetamide